3-(4-methylene-5-oxo-3-(p-tolyl)tetrahydrofuran-2-yl)-4H-chromen-4-one C=C1C(C(OC1=O)C1=COC2=CC=CC=C2C1=O)C1=CC=C(C=C1)C